COC(=O)C=1NC2=CC(=CC=C2C1)C1=CC=C(C=C1)C#N 6-(4-cyanophenyl)-1H-indole-2-carboxylic acid methyl ester